C1=CC=CC2=NC=C3C=CCCC3=C12 9,10-dihydrophenanthridine